COC1=CC=C(C=C1)CNCCC1CCC(CC1)N1N=CC(=C1)C1=NC2=CC=CC=C2N=C1 N-[(4-methoxyphenyl)methyl]-2-[4-(4-quinoxalin-2-ylpyrazol-1-yl)cyclohexyl]ethanamine